3,3'-(Ethane-1,2-diylbis(5-carbamoyl-1H-benzo[d]imidazole-1,2-diyl))bis(4-methoxybenzo[b]thiophene-2-carboxylic acid) C(CN1C(=NC2=C1C=CC(=C2)C(N)=O)C=2C1=C(SC2C(=O)O)C=CC=C1OC)N1C(=NC2=C1C=CC(=C2)C(N)=O)C=2C1=C(SC2C(=O)O)C=CC=C1OC